(R)-4-(3-(3-isopropyl-1H-indazol-5-yl)imidazo[1,2-b]pyridazin-6-yl)-2-methylmorpholine C(C)(C)C1=NNC2=CC=C(C=C12)C1=CN=C2N1N=C(C=C2)N2C[C@H](OCC2)C